1-(1,2,3,4-tetrahydronaphthalen-1-yl)-1H-pyrazol-4-amine C1(CCCC2=CC=CC=C12)N1N=CC(=C1)N